6-bromo-1'-hydroxy-2',2',6',6',8-pentamethyl-2H-spiro[imidazo[1,5-a]pyridine-3,4'-piperidine]-1,5-dione BrC1=CC(=C2N(C1=O)C1(CC(N(C(C1)(C)C)O)(C)C)NC2=O)C